3-((1s,4s)-4-(4-methylpiperazin-1-yl)cyclohexyl)-1-(4-phenoxyphenyl)imidazo[1,5-a]pyrazin-8-amine CN1CCN(CC1)C1CCC(CC1)C1=NC(=C2N1C=CN=C2N)C2=CC=C(C=C2)OC2=CC=CC=C2